6-(4-(6-(((R)-1-(3-fluorophenyl)piperidin-3-yl)amino)pyrimidin-4-yl)piperazin-1-yl)hexan-1-one FC=1C=C(C=CC1)N1C[C@@H](CCC1)NC1=CC(=NC=N1)N1CCN(CC1)CCCCCC=O